bis(trifluoromethyl)pyrrolo-cyclooctyne FC(F)(F)C1=C(NC=2CCCCC#CC21)C(F)(F)F